2-(Bicyclo[1.1.1]pentan-1-yl)-N-((2-(2,2,2-trifluoroethoxy)pyridin-4-yl)methyl)acetamide C12(CC(C1)C2)CC(=O)NCC2=CC(=NC=C2)OCC(F)(F)F